3-bromo-1-(3,5-dichloro-2-pyridinyl)-4,5-dihydro-1H-pyrazole-5-carboxylic acid BrC1=NN(C(C1)C(=O)O)C1=NC=C(C=C1Cl)Cl